C(#N)C=1C=C(C=CC1)CNC1=NC(=NC=C1C(=O)N)NC1=C(C=C2CCN(CC2=C1)C)OC 4-{[(3-cyanophenyl)methyl]amino}-2-[(6-methoxy-2-methyl-1,2,3,4-tetrahydroisoquinolin-7-yl)amino]pyrimidine-5-carboxamide